O=CCCCCCCCC(=O)O.BrC1=C(C=C(OC2CCSCC2)C=C1)C(F)F 4-(4-bromo-3-(difluoromethyl)phenoxy)tetrahydro-2H-thiopyran 9-oxononanoate